4-nitro-2-(phenylethynyl)pyridine [N+](=O)([O-])C1=CC(=NC=C1)C#CC1=CC=CC=C1